FC1(CC(C1)C=1N=C(C2=C(N1)OC(=C2C(=O)N)C)NC2(CC2)C)F (3,3-difluorocyclobutyl)-6-methyl-4-[(1-methylcyclopropyl)amino]furo[2,3-d]pyrimidine-5-carboxamide